C(C)(C)N1N=CC=C1C 1-isopropyl-5-methyl-1H-pyrazole